NCC(=O)NC=1SC=C(N1)C1=CC=CC(=N1)N1CC([C@H](CC1)N(C(OCC1C2=CC=CC=C2C=2C=CC=CC12)=O)C)(F)F 9H-fluoren-9-ylmethyl N-[(4S)-1-[6-[2-[(2-aminoacetyl) amino] thiazol-4-yl]-2-pyridinyl]-3,3-difluoro-4-piperidinyl]-N-methyl-carbamate